The molecule is a 4-oxo monocarboxylic acid anion. It derives from a cyclohexanecarboxylate. It is a conjugate base of a 4-oxocyclohexanecarboxylic acid. C1CC(=O)CCC1C(=O)[O-]